BrC=1C=C(C=C(C1)S(NCC1=C(C=C(C=C1)OC)OC)(=O)=O)NC(CC1=C(C=CC=C1)Cl)=O N-(3-bromo-5-(N-(2,4-dimethoxybenzyl)sulfamoyl)phenyl)-2-(2-chlorophenyl)acetamide